2-[3-(tert-butoxycarbonylamino)cyclobutyl]acetic acid C(C)(C)(C)OC(=O)NC1CC(C1)CC(=O)O